ClC=1C=C(C(=C(N)C1)C)B1OC(C(O1)(C)C)(C)C 5-chloro-2-methyl-3-(4,4,5,5-tetramethyl-1,3,2-dioxaborolan-2-yl)aniline